C(C)OC1=C(C=C2CCN(C(C2=C1)CCC1=CNC2=C(C=C(C=C12)OC)O)C(=O)N1CCOCC1)OC (7-ethoxy-1-(2-(7-hydroxy-5-methoxy-1H-indol-3-yl)ethyl)-6-methoxy-3,4-dihydroisoquinolin-2(1H)-yl)(morpholinyl)methanone